C(C)(C)(C)OC(=O)NC=1C=CC(=C(C(=O)OC)C1)B1OCC(CO1)(C)C methyl 5-((tert-butoxycarbonyl)amino)-2-(5,5-dimethyl-1,3,2-dioxaborinan-2-yl)benzoate